COC=1C(=NC=C(C1)OC)N1CCNCC1 1-(3,5-Dimethoxypyridin-2-yl)piperazine